(S)-2-(5-ethynyl-6-fluoro-4-(8-fluoro-4-(methyl(pyrrolidin-2-ylmethyl)amino)-2-morpholinopyrido[4,3-d]pyrimidin-7-yl)naphthalen-2-yl)propan-2-ol C(#C)C1=C2C(=CC(=CC2=CC=C1F)C(C)(C)O)C1=C(C=2N=C(N=C(C2C=N1)N(C[C@H]1NCCC1)C)N1CCOCC1)F